4,4'-bis(diethylamino)chalcone C(C)N(C1=CC=C(C=C1)\C=C\C(=O)C1=CC=C(C=C1)N(CC)CC)CC